O[C@H](COC=1C=C(C=CC1)S(=O)(=O)N)CN[C@H]1COC2(C1)CCN(CC2)S(=O)(=O)C=2C=C(C=CC2)C2=CC=C(C=C2)CNC(C)C 3-((S)-2-hydroxy-3-((R)-8-(4'-((isopropylamino)methyl)biphenyl-3-ylsulfonyl)-1-oxa-8-azaspiro[4.5]decan-3-ylamino)propoxy)benzenesulfonamide